ClC1=CC=C(CNC(=O)NC2=CC=C(C=C2)CN2C(C=CC=C2)=O)C=C1 1-(4-chlorobenzyl)-3-(4-((2-oxopyridin-1(2H)-yl)methyl)phenyl)urea